N1=C2C(=CC=C1)CCC2 6,7-dihydro-5H-cyclopenta[b]pyridin